2-{1-[N-methyl-5-(4,5-difluoro-1H-indole-2-carbonyl)-4H,5H,6H,7H-pyrazolo[1,5-a]pyrazine-3-amido]cyclopropyl}pyrimidine-5-carboxylic acid CN(C(=O)C=1C=NN2C1CN(CC2)C(=O)C=2NC1=CC=C(C(=C1C2)F)F)C2(CC2)C2=NC=C(C=N2)C(=O)O